Heptane-3-carboxylic acid 7-oxabicyclo[4.1.0]Hept-3-ylmethyl ester C12CC(CCC2O1)COC(=O)C(CC)CCCC